F[C@H]1CN(CC1)CC1=CC=C(N=N1)C1=C(C=C(C=C1C)C(F)(F)F)O (R)-2-(6-((3-Fluoropyrrolidin-1-yl)methyl)pyridazin-3-yl)-3-methyl-5-(trifluoromethyl)phenol